C(C1=CC=CC=C1)C1=NC(=NN1)C(=O)N[C@@H]1C(N(C2=C(OC1)C=CC(=C2)N2CCC1(CCN(C1=O)CC1=CC=CC=C1)CC2)C)=O (S)-5-benzyl-N-(7-(2-benzyl-1-oxo-2,8-diazaspiro[4.5]decan-8-yl)-5-methyl-4-oxo-2,3,4,5-tetrahydrobenzo[b][1,4]oxazepin-3-yl)-1H-1,2,4-triazole-3-carboxamide